C(#N)C1=CC=C(C=C1)C1=CC(=CC=2N1N=CN2)C(=O)NCC2COC2 5-(4-cyanophenyl)-N-(oxetan-3-ylmethyl)-[1,2,4]triazolo[1,5-a]pyridine-7-carboxamide